4-[(4R)-azepan-4-yl]oxy-6-(1-methylpyrazol-4-yl)pyrazolo[1,5-a]pyridine N1CC[C@@H](CCC1)OC=1C=2N(C=C(C1)C=1C=NN(C1)C)N=CC2